COCC1(NC(NC1=O)=O)C1=CC=C(C(=O)O)C=C1 4-(4-methoxymethyl-2,5-dioxoimidazolidin-4-yl)benzoic acid